CN(C=1N=NC=CN1)C1CC(NC(C1)(C)C)(C)C 3-(methyl(2,2,6,6-tetramethylpiperidin-4-yl)amino)-1,2,4-triazin